Cl.CC1=C(C=CC=C1)S(=O)(=O)N 2-methylbenzenesulfonamide hydrochloride